N-(1,1,1-trifluoropropan-2-yl)benzohydrazide FC(C(C)N(N)C(C1=CC=CC=C1)=O)(F)F